(10R)-7-isopropyl-10-methyl-2,4-dioxaspiro[5.5]undecane-3-carboxylic acid ethyl ester C(C)OC(=O)C1OCC2(CO1)C(CC[C@H](C2)C)C(C)C